C1(CC1)N1N=CC(=C1)C=1C=C(C=CC1)N(C(=O)[C@@H]1CC[C@H](CC1)O)CC12CCC(CC1)(CC2)C2=CC(=C(C=C2)OC)C trans-N-(3-(1-cyclopropyl-1H-pyrazol-4-yl)phenyl)-4-hydroxy-N-((4-(4-methoxy-3-methylphenyl)bicyclo[2.2.2]oct-1-yl)methyl)cyclohexanecarboxamide